C(C)N1C=C(C(C2=CC(=C(C=C12)N1CCNCC1)F)=O)C(=O)O 1-ethyl-6-fluoro-4-oxo-7-(piperazin-1-yl)-1,4-dihydroquinoline-3-carboxylic acid